C1(CC1)C(=O)NC1=NC=C(C(=O)OC)C(=C1)NC=1C(=C2C(=NN(C2=CC1)C)CC)OC Methyl 6-(cyclopropanecarboxamido)-4-((3-ethyl-4-methoxy-1-methyl-1H-indazol-5-yl)amino)nicotinate